ClC=1C=C(C=CC1)[C@H](C)N1N=C(C=C1C(=O)N[C@@H]1C[C@H]([C@@H](CC1)O)C)C(=O)NC 1-((S)-1-(3-Chlorophenyl)ethyl)-N5-((1S,3R,4R)-4-hydroxy-3-methylcyclohexyl)-N3-methyl-1H-pyrazole-3,5-dicarboxamide